2-(7-bromodibenzo[b,d]furan-4-yl)-1-(3,5-diisopropyl-[1,1':4',1''-terphenyl]-4-yl)-1H-benzo[d]imidazole BrC1=CC2=C(C3=C(O2)C(=CC=C3)C3=NC2=C(N3C3=C(C=C(C=C3C(C)C)C3=CC=C(C=C3)C3=CC=CC=C3)C(C)C)C=CC=C2)C=C1